C(#N)C1=CC(=C(OC2=CC(=NC=N2)OC2=C(C=C(CC(C(=O)O)=CC3=C(C=C(C=C3)Br)F)C=C2)OC)C(=C1)C)C 4-((6-(4-cyano-2,6-dimethylphenoxy)pyrimidin-4-yl)oxy)-3-methoxybenzyl-(4-bromo-2-fluorocinnamic acid)